FC=1C=C(C=CC1)[C@@H]1CC[C@H]2OC3(C(N21)=O)CCN(CC3)C3=NC=NC(=C3)OC (5'S,7a'R)-5'-(3-fluorophenyl)-1-(6-methoxypyrimidin-4-yl)tetrahydro-3'H-spiro[piperidine-4,2'-pyrrolo[2,1-b][1,3]oxazol]-3'-one